C1(CCC1)C(=O)N1[C@H]([C@H](CCC1)NC(C(=O)N(C)C)=O)COC1CCN(CC1)C1=NC=C(C=N1)F N~2~-[cis-1-(cyclobutanecarbonyl)-2-({[1-(5-fluoropyrimidin-2-yl)piperidin-4-yl]oxy}methyl)piperidin-3-yl]-N~1~,N~1~-dimethylethanediamide